2-((2-methoxy-4-morpholinophenyl)amino)quinazolin COC1=C(C=CC(=C1)N1CCOCC1)NC1=NC2=CC=CC=C2C=N1